CC[C@@H]([C@H](C)CCCC[C@H](C[C@H](CCCCCCCCCCCCCCCCCCC1=CC=C(C=C1)O)O)O)OC The molecule is a lipid derived from phthiocerol, having a 4-hydroxyphenyl substituent at the 29-position. It has a role as an epitope. It is a triol, a lipid and a member of phenols. It derives from a hydride of a phthiocerol A.